CC/C=C\CCCC(=O)O octenoic acid